[6-(3-cyclopropyl-1,2,4-triazol-1-yl)-2-azaspiro[3.3]heptan-2-yl]-[5-methyl-6-[(1-methylcyclopropyl)methoxy]-3-pyridyl]methanone C1(CC1)C1=NN(C=N1)C1CC2(CN(C2)C(=O)C=2C=NC(=C(C2)C)OCC2(CC2)C)C1